C(C=C)(=O)OCCCCCCCCCC[Si](Cl)(Cl)Cl acryloyloxydecyl-trichlorosilane